tert-Butyl 4-[[[6-[[2-chloro-6-[3-[2-[1-(trifluoromethyl)cyclopropyl]ethoxy]pyrazol-1-yl]pyridine-3-carbonyl]sulfamoyl]-2-pyridyl]amino]methyl]-2,2-dimethyl-pyrrolidine-1-carboxylate ClC1=NC(=CC=C1C(=O)NS(=O)(=O)C1=CC=CC(=N1)NCC1CC(N(C1)C(=O)OC(C)(C)C)(C)C)N1N=C(C=C1)OCCC1(CC1)C(F)(F)F